2-Fluoro-N-(5-fluoro-2-methyl-3-(6-(4-(piperidin-4-yloxy)phenyl)-7H-pyrrolo[2,3-d]pyrimidin-4-yl)phenyl)-4-(2-hydroxypropan-2-yl)benzamide FC1=C(C(=O)NC2=C(C(=CC(=C2)F)C=2C3=C(N=CN2)NC(=C3)C3=CC=C(C=C3)OC3CCNCC3)C)C=CC(=C1)C(C)(C)O